4-chloro-2-((3-((1S)-2-(4-chlorophenyl)-1-fluoro-2-hydroxyethyl)-1,2,4-oxadiazol-5-yl)methyl)pyridazin ClC1=CN(NC=C1)CC1=NC(=NO1)[C@@H](C(O)C1=CC=C(C=C1)Cl)F